FC1=C(C=CC=C1[C@@H](C)C1=NN(C=C1)C1=CC(=CC=C1)OC=1C(=C2C=CNC2=CC1F)S(=O)(=O)C)CCC(=O)O |r| Racemic-3-(2-fluoro-3-(1-(1-(3-((6-fluoro-4-(methylsulfonyl)-1H-indol-5-yl)oxy)phenyl)-1H-pyrazol-3-yl)ethyl)phenyl)propanoic acid